3-tert-butoxycarbonyl-7-methyl-benzimidazole-5-carboxylic acid C(C)(C)(C)OC(=O)N1C=NC2=C1C=C(C=C2C)C(=O)O